(R)-2-(3-(3-(dimethylamino)-2-hydroxypropyl)-2-oxoimidazolidin-1-yl)-4,6-bis(trifluoromethyl)phenyl (4-fluorophenyl)(methyl-d3)carbamate FC1=CC=C(C=C1)N(C(OC1=C(C=C(C=C1C(F)(F)F)C(F)(F)F)N1C(N(CC1)C[C@@H](CN(C)C)O)=O)=O)C([2H])([2H])[2H]